1-(4-(3-(6-(((3S,4S)-4-fluoropyrrolidin-3-yl)-amino)pyridin-2-yl)-imidazo[1,2-a]pyridin-6-yl)-1H-pyrazol-1-yl)-2-methylpropan-2-ol F[C@@H]1[C@H](CNC1)NC1=CC=CC(=N1)C1=CN=C2N1C=C(C=C2)C=2C=NN(C2)CC(C)(O)C